CN1CCC(CC1)NC1=CC=C(C(=O)NC2=CC(=NN2)C=2C=CC3=C(N(C=N3)C3=CC=C(C=C3)C(N)=O)C2)C=C1 4-((1-methylpiperidin-4-yl)amino)-N-(3-(1-(4-carbamoylphenyl)-1H-benzo[d]imidazol-6-yl)-1H-pyrazol-5-yl)benzamide